(5-methyl-4,5,6,7-tetrahydropyrazolo[1,5-a]pyridin-3-yl)carbamic acid benzyl ester C(C1=CC=CC=C1)OC(NC=1C=NN2C1CC(CC2)C)=O